(3aR,5s,6aS)-N-(6-(2,5-difluorophenyl)-4-methoxypyridazin-3-yl)-2-((tetrahydro-2H-pyran-4-yl)methyl)octahydrocyclopenta[c]pyrrol-5-amine FC1=C(C=C(C=C1)F)C1=CC(=C(N=N1)NC1C[C@@H]2[C@@H](CN(C2)CC2CCOCC2)C1)OC